COC1=C(C=CC(=C1)C2=C(C(=O)C3=C(C=C(C=C3O2)O)O)O[C@@H]4[C@H]([C@@H]([C@H]([C@@H](O4)CO)O)O)O)O The molecule is a glycosyloxyflavone that is isorhamnetin substituted at position 3 by a beta-L-glucosyl residue. It has a role as a metabolite. It is a beta-L-glucoside, a glycosyloxyflavone, a monomethoxyflavone, a monosaccharide derivative and a trihydroxyflavone. It derives from a beta-L-glucose and an isorhamnetin.